N1C=CC=2C1=NC=CC2[C@@H](C)OC=2C=C1C(=NNC1=CC2)C=2C=NC(=CC2)N2CC1(C2)CC(C1)(F)F (R)-5-(1-(1H-pyrrolo[2,3-b]pyridin-4-yl)ethoxy)-3-(6-(6,6-difluoro-2-azaspiro[3.3]heptan-2-yl)pyridin-3-yl)-1H-indazole